(S)-(5-(3-methylpyridin-2-yl)-2-(3-(5-methylpyridin-2-yloxy)pyrrolidin-1-yl)phenyl)methanol CC=1C(=NC=CC1)C=1C=CC(=C(C1)CO)N1C[C@H](CC1)OC1=NC=C(C=C1)C